FC=1C(=C(C=CC1F)[C@H]1[C@@H](O[C@]([C@H]1C)(C)C(F)F)C(=O)NC1=CC(=NC=C1)C(=O)N)OC (2R,3S,4S,5S)-4-[[3-(3,4-Difluoro-2-methoxy-phenyl)-5-(difluoromethyl)-4,5-dimethyl-tetrahydrofuran-2-carbonyl]amino]pyridin-2-carboxamid